F[P-](F)(F)(F)(F)F.[H+].N1(N=NC2=C1N=CC=C2)OC(=[N+](C)C)N(C)C O-(7-azabenzotriazol-1-yl)-N,N,N',N'-tetramethyluronium hexafluorophosphoric acid salt